C(C1=CC=CC=C1)OC=1C=C(C(=O)NS(=O)(=O)C2=CC=C(C=C2)N2CCN(CC2)CC2=C(CC(CC2)(C)C)C2=CC=C(C=C2)Cl)C=CC1F 3-(benzyloxy)-N-[4-[4-[[2-(4-chlorophenyl)-4,4-dimethylcyclohexen-1-yl]methyl]piperazin-1-yl]phenyl]sulfonyl-4-fluorobenzamide